2-(2,6-dioxopiperidin-3-yl)-7-methyl-1-oxoisoindoline-5-carboxylic acid O=C1NC(CCC1N1C(C2=C(C=C(C=C2C1)C(=O)O)C)=O)=O